CC1=NOC(=C1C=1C=C(C=CC1OC[C@@H]1NCCCC1)NC(CC1=NC=C(C=C1)F)=O)C (R)-N-(3-(3,5-dimethylisoxazol-4-yl)-4-(piperidin-2-ylmethoxy)phenyl)-2-(5-fluoropyridin-2-yl)acetamide